N[C@H](CCCl)O (S)-1-amino-3-chloropropanol